S1C(SC(SC1S)S)S 1,3,5-trithiane-2,4,6-trithiol